O1S(NN=C1)=O oxathiadiazole oxide